ClC1=C(C=CC=2C(=C3N(C12)CCN(C3)C(C(C)NC(CC)=O)=O)C=3C=NNC3)Cl N-(1-(6,7-Dichloro-10-(1H-pyrazol-4-yl)-3,4-dihydropyrazino[1,2-a]indol-2(1H)-yl)-1-oxopropan-2-yl)propionamide